C(C)(=O)OCCCC.C=C ethylene n-butyl acetate